O1C(=NC=C1)C1=NN2C(C=NC=C2)=N1 (oxazol-2-yl)-[1,2,4]triazolo[1,5-a]pyrazin